C(C)(C)(C)OC(=O)N1C[C@@H]2N(CC[C@@H]2C1C)CC1=CC=CC=C1 |r| Rac-(3aR,6aR)-1-benzyl-4-methylhexahydropyrrolo[3,4-b]pyrrole-5(1H)-carboxylic acid tert-butyl ester